(S)-N2-(4,4-Difluoro-1-methylpyrrolidin-3-yl)-5-(3-(2,2-difluoroethyl)-2-methyl-3H-imidazo[4,5-b]pyridin-5-yl)-N4-methylpyrrolo[2,1-f][1,2,4]triazine-2,4-diamine FC1([C@H](CN(C1)C)NC1=NN2C(C(=N1)NC)=C(C=C2)C2=CC=C1C(=N2)N(C(=N1)C)CC(F)F)F